ClC1=NC2=C(N1CC1=CC=C(C#N)C=C1)C=CC(=C2)Cl 4-((2,5-dichloro-1H-benzo[d]imidazol-1-yl)methyl)benzonitrile